NC1=NC=2C=C(C(=CC2C2=C1C=NN2C)C(=O)N(CC2=NC=C(C=C2)C(F)(F)F)N2C[C@@H](O[C@@H](C2)C)C)F 4-amino-N-((2S,6R)-2,6-dimethylmorpholino)-7-fluoro-1-methyl-N-((5-(trifluoromethyl)pyridin-2-yl)methyl)-1H-pyrazolo[4,3-c]quinoline-8-carboxamide